4-fluoro-2-bromoanisole FC1=CC(=C(C=C1)OC)Br